2-(2,6-dioxo-3-piperidinyl)-5-piperazin-1-yl-isoindoline-1,3-dione hydrochloride Cl.O=C1NC(CCC1N1C(C2=CC=C(C=C2C1=O)N1CCNCC1)=O)=O